Picoline-2,3-diamine N1C(C(=CC=C1)N)(C)N